N2-(2-Methoxy-4-(4-methylpiperazin-1-yl)phenyl)-N4-(quinoxalin-5-yl)pyridine-2,4-diamine COC1=C(C=CC(=C1)N1CCN(CC1)C)NC1=NC=CC(=C1)NC1=C2N=CC=NC2=CC=C1